C(C)OC(/C(=C\NC(C)C)/C(F)(F)F)=O (E)-3-(isopropylamino)-2-(trifluoromethyl)acrylic acid ethyl ester